NC1=NN(C2=NC(=CC=C21)C2=CCCC2)C(=O)C2=C(C=CC=C2)OC [3-amino-6-(cyclopenten-1-yl)pyrazolo[3,4-b]pyridin-1-yl]-(2-methoxyphenyl)methanone